BrC1=CC=2N(C3=CC=CC=C3SC2C=C1)CC 2-bromo-10-ethyl-phenothiazine